1,2-dimyristoyl-rac-(rac)-glycerol C(CCCCCCCCCCCCC)(=O)OC[C@H](OC(CCCCCCCCCCCCC)=O)CO |r|